[Cl-].C(CCCCCCCCCCCCCCCCC)[N+](CC1=CC=CC=C1)(C)C stearyldimethylbenzyl-ammonium chloride